8-Ethyl-N-((1,2,3,5,6,7-hexahydro-s-indacen-4-yl)carbamoyl)-3,8-diazabicyclo[3.2.1]octane-3-sulfonamide, potassium salt [K].C(C)N1C2CN(CC1CC2)S(=O)(=O)NC(NC2=C1CCCC1=CC=1CCCC21)=O